BrC(C(=O)C1=C2C=CC(NC2=C(C=C1)O)=O)CC 5-(alpha-bromo-butyryl)-8-hydroxy-quinolone